C(C)OC(=O)C1CN(CCC1)CCCO (3-hydroxypropyl)piperidine-3-carboxylic acid ethyl ester